ClC=1C=C(C#N)C=CC1OCCOC1=CC(=CC=C1)C1=CC=NN1C 3-chloro-4-(2-(3-(1-methyl-1H-pyrazol-5-yl)phenoxy)ethoxy)benzonitrile